2-((1-(3-chloro-5-nitrophenyl)-3-((2-(2,6-dioxopiperidin-3-yl)-1-oxoisoindolin-5-yl)methyl)ureido)methyl)acrylic acid ClC=1C=C(C=C(C1)[N+](=O)[O-])N(C(=O)NCC=1C=C2CN(C(C2=CC1)=O)C1C(NC(CC1)=O)=O)CC(C(=O)O)=C